4,6,7-trifluoro-1H-indazole FC1=C2C=NNC2=C(C(=C1)F)F